3-bromo-2-(4-chlorobenzyl)-benzoic acid BrC=1C(=C(C(=O)O)C=CC1)CC1=CC=C(C=C1)Cl